BrC=1C=CC=2C=3C=C4C(=CC3C(C2C1)(C)C)C=CC=C4 2-bromo-11,11-dimethyl-11H-benzo[b]fluorene